C(#N)C(\C(\C(=O)OC(/C(/C(C)C#N)=N/O)=O)=N/O)C cyano-(E)-2-(hydroxyimino)butyric anhydride